[Na+].ClC1=C(C=CC(=C1)F)C1=C(C(=NC(=C1)C1CC1)C1CC1)/C=C/[C@H](C[C@H](CC(=O)[O-])O)O (3R,5S,E)-7-(4-(2-chloro-4-fluorophenyl)-2,6-dicyclopropylpyridin-3-yl)-3,5-dihydroxyhept-6-enoic acid sodium salt